ClC1=C(C(=NC=C1)N1CCC2(C=3C=CC(=NC3C(NC2)=O)C=2C(=NC=CC2)OCC)CC1)C(F)(F)F 1-(4-chloro-3-(trifluoromethyl)pyridin-2-yl)-2'-(2-ethoxypyridin-3-yl)-6',7'-dihydro-8'H-spiro[piperidine-4,5'-[1,7]naphthyridin]-8'-one